ClC1=C(C(=O)N2CCN(CC2)C(=O)C2CCN(CC2)C(=O)OC(C)(C)C)C=CC(=C1)NC(=O)C=1N(C(=CN1)C1=C(C(=C(C=C1)OC(F)F)F)Cl)C tert-butyl 4-(4-(2-chloro-4-(5-(2-chloro-4-(difluoromethoxy)-3-fluorophenyl)-1-methyl-1H-imidazole-2-carboxamido)benzoyl)piperazine-1-carbonyl)piperidine-1-carboxylate